3-(2,4-dinitrophenylamino)propyltriethoxysilane [N+](=O)([O-])C1=C(C=CC(=C1)[N+](=O)[O-])NCCC[Si](OCC)(OCC)OCC